OC=1C=C2CCC(NC2=CC1)=O 6-hydroxy-3,4-dihydro-quinolinone